tert-butyl {6-[({[(1-methyl-1H-tetrazol-5-yl)(phenyl)methylene]amino}oxy)methyl]pyridine-2-yl}carbamate CN1N=NN=C1C(C1=CC=CC=C1)=NOCC1=CC=CC(=N1)NC(OC(C)(C)C)=O